zinc mercaptotoluoyl-imidazole SC=1N=C(NC1)C(=O)C=1C(=CC=CC1)C.[Zn]